ClC1=C(C(=CC=C1)F)N1C=2N(C3=C(C1=O)C=NC(=N3)NC3=CC=C1C4(CN(CC1=C3)C)CC4)CCN2 6-(2-chloro-6-fluorophenyl)-2-((2'-methyl-2',3'-dihydro-1'H-spiro[cyclopropane-1,4'-isoquinolin]-7'-yl)amino)-8,9-dihydroimidazo[1,2-a]pyrimido[5,4-e]pyrimidin-5(6H)-one